FC1([C@H](CN(CC1)C(C(=O)NC1=NC=C(C=C1)C1=NOC=C1)C)C1=CNC(C=C1)=O)F 2-((S)-4,4-difluoro-3-(6-oxo-1,6-dihydropyridin-3-yl)piperidin-1-yl)-N-(5-(isoxazol-3-yl)pyridin-2-yl)propanamide